NC1=C(C=2C(=NC=C(C2S1)F)C=1C2=C(C=3C=NC(=NC3C1F)N1[C@H](C[C@H](C1)NC(C)C)C)COC2)C#N 2-Amino-7-fluoro-4-(5-fluoro-3-((2S,4R)-4-(isopropylamino)-2-methylpyrrolidin-1-yl)-7,9-dihydrofuro[3,4-f]-quinazolin-6-yl)thieno-[3,2-c]pyridine-3-carbonitrile